O=C1N=C2N=CN=C(C2=N1)N 8-oxo-adenine